2-Amino-1-(3,5-dimethoxy-2,6-dimethylphenyl)-5,6-dimethyl-1H-pyrrolo[2,3-b]pyridine-3-carbonitrile NC1=C(C=2C(=NC(=C(C2)C)C)N1C1=C(C(=CC(=C1C)OC)OC)C)C#N